6-(2,6-Difluorophenyl)-4-((4-fluoro-5-morpholinopyridin-2-yl)amino)pyridazine-3-carboxamide FC1=C(C(=CC=C1)F)C1=CC(=C(N=N1)C(=O)N)NC1=NC=C(C(=C1)F)N1CCOCC1